tert-butyl N-{[4-amino-6-(5-chloro-2-fluorophenyl)pyridazin-3-yl](methyl)oxo-λ6-sulfanylidene}carbamate NC1=C(N=NC(=C1)C1=C(C=CC(=C1)Cl)F)S(=NC(OC(C)(C)C)=O)(=O)C